C(C)O[Si](CCCNC(=O)N)(OCC)OCC [3-(triethoxysilyl)propyl]urea